COC=1C=C(C=CC1OC)C=1N=C2N(C(C1)=O)C=C(C=C2)N2CCN(CC2)O 2-(3,4-dimethoxyphenyl)-7-(4-hydroxypiperazin-1-yl)-4H-pyrido[1,2-a]pyrimidin-4-one